10-(3-chloro-4-methylphenyl)-10H-phenoxazine ClC=1C=C(C=CC1C)N1C2=CC=CC=C2OC=2C=CC=CC12